5,8-dichloropyrano[2,3-D]pyridazine ClC1=C2C(=C(N=N1)Cl)OCC=C2